2-{1-[(S)-4-(2,3-dihydro-[1,4]dioxino[2,3-b]pyridin-3-yl)-benzyl]-piperidin-4-yl}-N-methoxy-acetamide O1C[C@@H](OC2=NC=CC=C21)C2=CC=C(CN1CCC(CC1)CC(=O)NOC)C=C2